para-trifluoromethylbenzoyl chloride FC(C1=CC=C(C(=O)Cl)C=C1)(F)F